ClC(C(=O)Br)(C)C α-chloroisobutyryl bromide